C(C)(C)(C)[C@H]1OC([C@@H](N1C(=O)OCC1=CC=CC=C1)CC(CC)(C)C)=O Benzyl (2R,4S)-2-(tert-butyl)-4-(2,2-dimethylbutyl)-5-oxooxazolidine-3-carboxylate